NCC[Si](OCCCCCCCCCCCC)(OCCCCCCCCCCCC)OCCCCCCCCCCCC 2-aminoethyl(tridodecanoxysilane)